2-(4-methoxybenzyl)-2-(dimethylamino)-1-(4-morpholinylphenyl)butan-1-one COC1=CC=C(CC(C(=O)C2=CC=C(C=C2)N2CCOCC2)(CC)N(C)C)C=C1